Cl.C(C)OC(COCCOCCN)=O 2-(2-(2-Aminoethoxy)ethoxy)acetic acid ethyl ester hydrochloride